CC1=CC(=CN=N1)C(=O)N 6-methylpyridazine-4-carboxamide